2,3-dihydrobenzofuran-4-carboxylic acid methyl ester COC(=O)C=1C=CC=C2C1CCO2